10-methyl-7-(2-oxopropyl)-12-phenylisoindolo[2,1-b]isoquinolin-5(7H)-one CC1=CC=C2C(N3C(C4=CC=CC=C4C(=C3C2=C1)C1=CC=CC=C1)=O)CC(C)=O